(1-FORMYL-CYCLOPROPYL)-CARBAMIC ACID TERT-BUTYL ESTER C(C)(C)(C)OC(NC1(CC1)C=O)=O